OCC(C(=O)OC)(CO)C=1N=C2CCCN(C2=CC1)C(=O)OC(C)(C)C tert-butyl 6-(3-hydroxy-2-(hydroxymethyl)-1-methoxy-1-oxopropan-2-yl)-3,4-dihydro-1,5-naphthyridine-1(2H)-carboxylate